C(C)C=1C=C(C=CC1O)NC(C)=O N-(3-ethyl-4-hydroxyphenyl)acetamide